BrC=1C=CC2=C(N(N=N2)C)C1 6-bromo-1-methyl-benzotriazole